C1(CCCCC1)C[C@H](C(=O)N1CC(C(CC1)(O)CN1C=NC(=CC1=O)C1=CC=NN1C)(C)C)C 3-((1-((R)-3-cyclohexyl-2-methylpropionyl)-4-hydroxy-3,3-dimethylpiperidine-4-Yl)methyl)-6-(1-methyl-1H-pyrazol-5-yl)pyrimidin-4(3H)-one